ClC(C(C(=O)NO)(C)C)Cl 3,3-dichloro-2,2-dimethyl-propanehydroxamic acid